tert-Butyl N-[2-[[[2-benzyloxy-2-(trifluoromethyl)hex-5-enoyl]amino]carbamoyl]-6-(1-methylpent-4-enyl)-5-(trifluoromethyl)-3-pyridyl]carbamate C(C1=CC=CC=C1)OC(C(=O)NNC(=O)C1=NC(=C(C=C1NC(OC(C)(C)C)=O)C(F)(F)F)C(CCC=C)C)(CCC=C)C(F)(F)F